1-amino-3,3-difluorocyclobutane-1-carboxylic acid NC1(CC(C1)(F)F)C(=O)O